(2R,3R,4R,5R)-2-(4-aminopyrrolo[2,1-f][1,2,4]triazin-7-yl)-3,4-bis(benzyloxy)-5-((benzyloxy)methyl)tetrahydrofuran-2-nitrile NC1=NC=NN2C1=CC=C2[C@@]2(O[C@@H]([C@H]([C@H]2OCC2=CC=CC=C2)OCC2=CC=CC=C2)COCC2=CC=CC=C2)C#N